C(C=C)(=O)OCCC 3-propane-2-enoyloxypropane